1-methyl-2-phenyl-1H-indazol-3(2H)-one CN1N(C(C2=CC=CC=C12)=O)C1=CC=CC=C1